BrC=1C(=C(C=CC1)N1C[C@H](CC1)OC)Cl (S)-1-(3-bromo-2-chlorophenyl)-3-methoxypyrrolidine